N-(2-fluoro-3-methoxy-5-(4-(trifluoromethyl)phenoxy)phenyl)-1-methyl-5-oxopyrrolidine-2-carboxamide FC1=C(C=C(C=C1OC)OC1=CC=C(C=C1)C(F)(F)F)NC(=O)C1N(C(CC1)=O)C